NC1=NC=NN2C1=CC=C2[C@@]2(OC([C@H]([C@H]2O[Si](C)(C)C(C)(C)C)O[Si](C)(C)C(C)(C)C)=C)C#N (2R,3R,4S)-2-(4-aminopyrrolo[2,1-f][1,2,4]triazin-7-yl)-3,4-bis((tert-butyldimethylsilyl)oxy)-5-methylenetetrahydrofuran-2-carbonitrile